3-cyclopropyl-7-difluoromethyl-5-(3,4-dimethylphenyl)pyrazolo[1,5-a]pyrimidine C1(CC1)C=1C=NN2C1N=C(C=C2C(F)F)C2=CC(=C(C=C2)C)C